1-(4-(5-(Chlorodifluoromethyl)-1,2,4-oxadiazol-3-yl)phenyl)-2-((thiazol-4-ylmethyl)thio)ethan-1-on ClC(C1=NC(=NO1)C1=CC=C(C=C1)C(CSCC=1N=CSC1)=O)(F)F